FC(CCNCC1=CC=2N=CNC(C2N1COCC[Si](C)(C)C)=O)(F)F 6-[(3,3,3-trifluoropropylamino)methyl]-5-(2-trimethylsilylethoxymethyl)-3H-pyrrolo[3,2-d]pyrimidin-4-one